5-[1-[4-bromo-2-methyl-5-(2,2,3,3-tetrafluoropropylsulfanyl)pyrazol-3-yl]pyrazol-4-yl]-2-chloro-N-cyclopropyl-benzamide BrC1=C(N(N=C1SCC(C(F)F)(F)F)C)N1N=CC(=C1)C=1C=CC(=C(C(=O)NC2CC2)C1)Cl